C(C1=CC=CC=C1)N(SC=1SC2=C(N1)C=CC=C2)CC2=CC=CC=C2 N,N-Dibenzyl-2-benzothiazolsulfenamid